(4-(4-(4-((2,6-dioxa-8-azaspiro[3.5]non-7-en-7-yl)amino)-2,6-difluorophenoxy)-1H-pyrrolo[2,3-b]pyridin-3-yl)phenyl)(morpholino)methanone C1OCC12COC(=NC2)NC2=CC(=C(OC1=C3C(=NC=C1)NC=C3C3=CC=C(C=C3)C(=O)N3CCOCC3)C(=C2)F)F